COC1=C(C=CC=C1)C1CC(CC(C1)=O)=O 5-(2-methoxyphenyl)cyclohexane-1,3-dione